NC=1C=CC(=C2CN(C(C12)=O)CC(C(=O)N)=C)C=1C=C2C=NNC2=C(C1)Cl 2-{[7-amino-4-(7-chloro-1H-indazol-5-yl)-1-oxo-2,3-dihydro-1H-isoindol-2-yl]methyl}prop-2-enamide